OCC1CCN2CC(CC12C(=O)OCC)=C ethyl 1-(hydroxymethyl)-6-methylenetetrahydro-1H-pyrrolizin-7a(5H)-carboxylate